[Si](C)(C)(C(C)(C)C)OCC=1C=CC=C2C(=CNC12)C 7-{[(tert-butyldimethylsilyl)oxy]methyl}-3-methyl-1H-indole